3-chloro-N-phenyl-aniline ClC=1C=C(NC2=CC=CC=C2)C=CC1